S1SC=CC1.[Fe] iron dithiolene